N-(5-(3-fluorobenzyl)thiazol-2-yl)-1-methyl-6-oxo-1,4,5,6-tetrahydropyridazine-3-carboxamide FC=1C=C(CC2=CN=C(S2)NC(=O)C2=NN(C(CC2)=O)C)C=CC1